BrC1=CC(=C(C=C1F)NS(=O)(=O)C1=CNC(=C1)C1CCOCC1)F N-(4-bromo-2,5-difluorophenyl)-5-(tetrahydro-2H-pyran-4-yl)-1H-pyrrol-3-sulfonamide